C(C)C1=C(NC2=CC=C(C=C12)C1CCN(CC1)CC=1C=NN(C1)C)C1=C2C(=NC=C1)NN=C2 4-(3-ethyl-5-(1-((1-methyl-1H-pyrazol-4-yl)methyl)piperidin-4-yl)-1H-indol-2-yl)-1H-pyrazolo[3,4-b]pyridine